NCC(=O)NCC(=O)N[C@@H](CC1=CC=CC=C1)C(=O)NCC(=O)NCOCC(=O)O glycylglycinyl-L-phenylalanyl-N-[(carboxymethoxy)methyl]glycinamide